FC1=CC=C(C=C1)S(=O)(=O)C(C)C 1-fluoro-4-isopropylsulfonylbenzene